BrC1=CN=CC(=N1)N1C[C@H](O[C@H](C1)C)C (2R,6S)-4-(6-bromopyrazin-2-yl)-2,6-dimethylmorpholine